FC=1C=C2C(N(C(=NC2=C(C1)F)C)C1=CC=C(C=C1)S)=O 6,8-difluoro-3-(4-mercaptophenyl)-2-methylquinazolin-4(3H)-one